N'-((4-cyano-2,6-diisopropylphenyl)carbamoyl)-4-(methylsulfonyl)benzenesulfonimidamide C(#N)C1=CC(=C(C(=C1)C(C)C)NC(=O)N=S(=O)(N)C1=CC=C(C=C1)S(=O)(=O)C)C(C)C